O[C@@]1(C2(C(=C3C(=C(C=C3C1=O)C)CCCNC(OC1=CC=C(C=C1)[N+](=O)[O-])=O)C)CC2)C 4-nitrophenyl (R)-(3-(6'-hydroxy-2',4',6'-trimethyl-7'-oxo-6',7'-dihydrospiro[cyclopropane-1,5'-inden]-3'-yl)propyl)carbamate